(1r,3r)-3-(4-(2-(4-((2-(3-methyl-1,2,4-oxadiazol-5-yl)pyrimidine-4-yl)methoxy)phenyl)propan-2-yl)phenoxy)cyclobutylamine CC1=NOC(=N1)C1=NC=CC(=N1)COC1=CC=C(C=C1)C(C)(C)C1=CC=C(OC2CC(C2)N)C=C1